(R)-6-fluoro-4-(((tetrahydrofuran-3-yl)amino)methyl)benzo[cd]indol-2(1H)-one FC=1C=2C3=C(C(NC3=CC1)=O)C=C(C2)CN[C@H]2COCC2